3-[7-[1-(4-piperidylmethyl)-4-piperidyl]-1,2-benzoxazol-3-yl]piperidine-2,6-dione N1CCC(CC1)CN1CCC(CC1)C1=CC=CC=2C(=NOC21)C2C(NC(CC2)=O)=O